1-[6-[5-[(6-methylpyridazin-3-yl)amino]benzimidazol-1-yl]-2-[2-methyl-5-(2,2,2-trifluoroethyl)-1,2,4-triazol-3-yl]-3-pyridyl]ethanol CC1=CC=C(N=N1)NC1=CC2=C(N(C=N2)C2=CC=C(C(=N2)C=2N(N=C(N2)CC(F)(F)F)C)C(C)O)C=C1